COC=1C=C2C(=NC(=NC2=CC1OC)C)NC(C)C1=CC=C(S1)C1=C(CN2CC(C2)O)C=CC=C1 1-[2-(5-{1-[(6,7-dimethoxy-2-methylquinazolin-4-yl)amino]ethyl}thiophen-2-yl)benzyl]azetidin-3-ol